ethyl 3-(1-(tert-butoxycarbonyl)azetidin-3-yl)-1H-pyrrole-2-carboxylate C(C)(C)(C)OC(=O)N1CC(C1)C1=C(NC=C1)C(=O)OCC